C1(=CC=CC=C1)S(=O)(=O)N1C=CC=2C1=NC=C1C2N(C(=N1)C1=CC=C(O1)CO)C1CNCC1 5-(6-(phenylsulfonyl)-1-(pyrrolidin-3-yl)-1,6-dihydroimidazo[4,5-d]pyrrolo[2,3-b]pyridin-2-yl)furan-2-methanol